OC1(CCN(CC1)C1=CC=C(C=C1)NC=1C=CC2=C(OCCC(N2)=O)C1)C(F)(F)F 8-((4-(4-hydroxy-4-(trifluoromethyl)piperidin-1-yl)phenyl)amino)-2,3-dihydrobenzo[b][1,4]oxazepin-4(5H)-one